2-methoxy-N-(1-methyl-2-(pyridin-3-yl)-1H-imidazo[4,5-b]pyridin-5-yl)benzamide COC1=C(C(=O)NC2=CC=C3C(=N2)N=C(N3C)C=3C=NC=CC3)C=CC=C1